C(CC)(=O)OCCC(C)CCC=C(C)C citronellyl propionate